tris(2,4-di-t-butyl-phenyl)phosphite C(C)(C)(C)C1=C(C=CC(=C1)C(C)(C)C)OP(OC1=C(C=C(C=C1)C(C)(C)C)C(C)(C)C)OC1=C(C=C(C=C1)C(C)(C)C)C(C)(C)C